Z-1-chloro-2-fluoroethylene Cl\C=C/F